4,4'-bis[(3-ethyloxetan-3-yl)methoxy]biphenyl C(C)C1(COC1)COC1=CC=C(C=C1)C1=CC=C(C=C1)OCC1(COC1)CC